tert-butyl 7-(5-methoxycarbonylpentyl)-3,4-dihydro-1,8-naphthyridine-1(2H)-carboxylate COC(=O)CCCCCC1=CC=C2CCCN(C2=N1)C(=O)OC(C)(C)C